C1(CCC1)C1=CC=C2C=C(C(=NC2=C1)OC)C(=O)OC methyl 7-cyclobutyl-2-methoxyquinoline-3-carboxylate